NC1=NNC(=C1)C1=CC=2C3=C(C=NC2C=C1OC)N(C(N3C3=NC=CC=C3F)=O)C 8-(3-Amino-1H-pyrazol-5-yl)-1-(3-fluoro-2-pyridyl)-7-methoxy-3-methylimidazo[4,5-c]quinolin-2-one